3-chloro-5-[(trifluoromethyl)sulfanyl]Benzoic acid ClC=1C=C(C(=O)O)C=C(C1)SC(F)(F)F